ethyl (R)-2-(2-(1-((tert-butoxycarbonyl)amino)ethyl)-4-fluorophenoxy)-2,2-difluoroacetate C(C)(C)(C)OC(=O)N[C@H](C)C1=C(OC(C(=O)OCC)(F)F)C=CC(=C1)F